BrC=1C=C2CCN(C(C2=CC1)=O)C=C1OC1 6-bromo-2-[[(2R)-oxiranyl-2-yl]methyl]-3,4-dihydroisoquinolin-1-one